FC(C(C(C(C(C(F)(F)F)(F)F)(F)F)(F)F)(F)F)(F)OCCOCCOCCOCCOCCOCCOCCOCCO octaethylene glycol perfluorohexyl ether